C(C)[N-]CC.C(C)[N-]CC.C(C)[N-]CC.[Ta+3] tantalum tri(diethylamide)